BrC=1C=C(C(=CC1OC)N)N 4-bromo-5-methoxy-benzene-1,2-diamine